ethyl (1s,4s)-4-(5-(piperidin-1-ylmethyl)-2-(3-(trifluoromethyl) benzamido)-1H-benzo[d]imidazol-1-yl)cyclohexane-1-carboxylate N1(CCCCC1)CC1=CC2=C(N(C(=N2)NC(C2=CC(=CC=C2)C(F)(F)F)=O)C2CCC(CC2)C(=O)OCC)C=C1